1-(5-(2-fluorophenyl)-1-(pyridin-3-ylsulfonyl)-1H-pyrrol-3-yl)-N-methyl-methylamine fumarate C(\C=C\C(=O)O)(=O)O.FC1=C(C=CC=C1)C1=CC(=CN1S(=O)(=O)C=1C=NC=CC1)CNC